CC1=C(C2=C(N=N1)SC1=C2N=CN=C1N1CC(CC1)N(C)C)C 1-(3,4-dimethylpyrimido[4',5':4,5]thieno[2,3-c]pyridazin-8-yl)-N,N-dimethylpyrrolidin-3-amine